S1C=NC=C1C1=NN=CS1 5-(thiazol-5-yl)-1,3,4-thiadiazol